meglumine hydrobromide Br.N(C)C[C@H](O)[C@@H](O)[C@H](O)[C@H](O)CO